N=1N(N=CC1)C1=C(C=CC=C1)C(=O)N1N(CCCC1)CC1=CC2=C(N=C(S2)C)C=C1 (2-(2H-1,2,3-triazol-2-yl)phenyl)(2-((2-methylbenzo[d]thiazol-6-yl)methyl)tetrahydropyridazin-1(2H)-yl)methanone